tribromoalumane Br[Al](Br)Br